tert-butyl-N-((S)-1-(4-(dimethylamino)-4-methylpent-2-ynoyl)pyrrolidine-3-carbonyl)-N-methyl-L-valine C(C)(C)(C)[C@](N(C)C(=O)[C@@H]1CN(CC1)C(C#CC(C)(C)N(C)C)=O)(C(C)C)C(=O)O